CC1(C2(C3=CC=CC=C3C(C1)CCNC(OCCCC)=O)CC2)C butyl (2-(2',2'-dimethyl-3',4'-dihydro-2'H-spiro[cyclopropane-1,1'-naphthalen]-4'-yl)ethyl)carbamate